3-(2-methyl-pyridin-4-yl)-acrylic acid ethyl ester C(C)OC(C=CC1=CC(=NC=C1)C)=O